Methyl 2-[[2-fluoro-4-(6-hydroxy-2-pyridyl)phenyl]methyl]-3-(2-methoxyethyl)benzimidazole-5-carboxylate FC1=C(C=CC(=C1)C1=NC(=CC=C1)O)CC=1N(C2=C(N1)C=CC(=C2)C(=O)OC)CCOC